C(C)N1C(=NC2=C1C=C(C=C2)F)C=2C(=NC=NC2)CC 1-Ethyl-2-(4-ethylpyrimidin-5-yl)-6-fluoro-1H-benzo[d]imidazol